2-((1r,4R)-4-((Z)-(tert-butoxyimino)(6-fluoro-2-methylpyridin-3-yl)methyl)cyclohexyl)-4-chloro-5-((((R)-tetrahydro-2H-pyran-3-yl)methyl)amino)pyridazin-3(2H)-one C(C)(C)(C)O\N=C(\C1CCC(CC1)N1N=CC(=C(C1=O)Cl)NC[C@@H]1COCCC1)/C=1C(=NC(=CC1)F)C